N(=[N+]=[N-])CC=1C=C(C=C(C1)CP(O)(O)=O)CP(O)(O)=O (5-(azidomethyl)-1,3-phenylene)bis(methylene)bisphosphonic acid